5-(1-(3,3-difluorocyclobutyl)-2-methyl-1H-imidazo[4,5-b]pyridin-6-yl)-N-(trans-4-(2-methoxyethoxy)cyclohexyl)pyrrolo[2,1-f][1,2,4]triazin-2-amine FC1(CC(C1)N1C(=NC2=NC=C(C=C21)C=2C=CN1N=C(N=CC12)N[C@@H]1CC[C@H](CC1)OCCOC)C)F